NC=1N=C(SC1C(=O)C=1C=NC=CC1)N(C1=CC(=C(C=C1)F)F)[C@@H](C(=O)N)C (R)-2-(N-[4-Amino-5-(pyridin-3-carbonyl)thiazol-2-yl]-3,4-difluoroanilino)propanamid